N[C@]1(CN(CC1)C1=C(C(=CC(=C1)C=1SC=CC1)C(F)(F)F)CN1C2=NC=NC(=C2N=C1)N)C(=O)NC1CC1 (R)-3-amino-1-(2-((6-amino-9H-purin-9-yl)methyl)-5-(thiophen-2-yl)-3-(trifluoromethyl)phenyl)-N-cyclopropylpyrrolidine-3-carboxamide